3-fluoro-2-(4-(trifluoromethyl)pyrazolin-1-yl)pyridine FC=1C(=NC=CC1)N1NC=C(C1)C(F)(F)F